3-[1-(p-tolylmethyl)-2-(3-pyridyl)-3,6-dihydro-2H-pyridin-4-yl]pyridine C1(=CC=C(C=C1)CN1C(CC(=CC1)C=1C=NC=CC1)C=1C=NC=CC1)C